C(#N)C=1C(=NC=CN1)N(S(=O)(=O)C)C N-(3-cyanopyrazin-2-yl)-N-(methyl)methanesulfonamide